COC1=C(C=C(CN2C(C=CC(=C2)C2=NC(=NC(=C2)C(F)(F)F)S(=O)(=O)C)=O)C=C1)OCC#C 1-(4-methoxy-3-(prop-2-yn-1-yloxy)benzyl)-5-(2-(methylsulfonyl)-6-(trifluoromethyl)pyrimidin-4-yl)pyridin-2(1H)-one